10-chlorobenzo[g]quinazolin-4(3H)-one ClC=1C2=C(C=C3C(NC=NC13)=O)C=CC=C2